FC1=NC=CC=C1C=1C=C2C(=NNC2=CC1)C(=O)N1CCN(CC1)C (5-(2-Fluoropyridin-3-yl)-1H-indazol-3-yl)(4-methylpiperazin-1-yl)methanone